CCC(=O)N(C1=CC=CC=C1F)C2(CCN(CC2)CCN3C(=O)N(N=N3)CC)C4=CC=CC=C4 N-{1-[2-(4-ethyl-5-oxo-4,5-dihydro-1H-tetrazol-1-yl)ethyl]-4-phenylpiperidin-4-yl}-N-(2-fluorophenyl)propanamide